COCCCCCCCCC 1-methoxynonane